OC1=C(C=C(C=C1)OC)C=1NC=CN1 2-(2-hydroxy-5-methoxyphenyl)imidazole